FC1=C(OC(C(=O)O)(C)C)C(=CC(=C1)CN1CCN(CC1)CC1=CC=C(C=C1)C(F)(F)F)F 2-(2,6-difluoro-4-((4-(4-(trifluoromethyl)benzyl)piperazin-1-yl)methyl)phenoxy)-2-methyl-Propionic acid